6-(4,4,5,5-tetramethyl-1,3,2-dioxaborolan-2-yl)-1,2-dihydropyrrolo[1,2-a]pyrazin-3(4H)-one CC1(OB(OC1(C)C)C1=CC=C2N1CC(NC2)=O)C